2-[(2-bromo-4-pyridyl)oxy]ethoxy-tert-butyl-dimethyl-silane BrC1=NC=CC(=C1)OCCO[Si](C)(C)C(C)(C)C